N-(4-methoxybenzyl)-N-methyl-3-(1-methyl-1H-1,2,4-triazol-3-yl)-4-((4-(pentafluoro-λ6-sulfanyl)phenyl)amino)benzenesulfonamide COC1=CC=C(CN(S(=O)(=O)C2=CC(=C(C=C2)NC2=CC=C(C=C2)S(F)(F)(F)(F)F)C2=NN(C=N2)C)C)C=C1